ClC1=NC=2C(C(NCC2C=C1)=O)(C)C 2-chloro-8,8-dimethyl-5,8-dihydro-1,6-naphthyridin-7(6H)-one